4-methoxy-N-(4-(3-(quinoxalin-2-yl)-3,8-diazabicyclo[3.2.1]octan-8-yl)phenyl)benzamide COC1=CC=C(C(=O)NC2=CC=C(C=C2)N2C3CN(CC2CC3)C3=NC2=CC=CC=C2N=C3)C=C1